3-(2-amino-9-(4-nitrobenzyl)-9H-purin-6-yl)-2-fluorobenzonitrile NC1=NC(=C2N=CN(C2=N1)CC1=CC=C(C=C1)[N+](=O)[O-])C=1C(=C(C#N)C=CC1)F